3-hydroxypyridine choline OCC[N+](C)(C)C.OC=1C=NC=CC1